(E)-4-methoxy-2-methyl-4-oxobut-2-enoic acid COC(/C=C(/C(=O)O)\C)=O